chloromethyl-naphthylamine ClCNC1=CC=CC2=CC=CC=C12